CC([C@@H](C(=O)OC(C)(C)C)N1C(CNCC1)=O)C tert-butyl (S)-3-methyl-2-(2-oxopiperazin-1-yl)butanoate